N-(5-((3-cyano-4-hydroxyphenyl)ethynyl)-8-(methylamino)-2,7-naphthyridin-3-yl)cyclopropanecarboxamide C(#N)C=1C=C(C=CC1O)C#CC1=C2C=C(N=CC2=C(N=C1)NC)NC(=O)C1CC1